BrC=1C=C(C=CC1F)N1C(=NOC1=O)C1=NON=C1NCC=1C=CCN(S(C1)(O)O)C1=CC=C(C=C1)OC 4-(3-bromo-4-fluorophenyl)-3-(4-((2-(4-methoxyphenyl)-1,1-dihydroxy-1,2-thiazepin-6-yl)methyl)amino-1,2,5-oxadiazol-3-yl)-1,2,4-oxadiazol-5(4H)-one